FC1=C(C=C(C=C1)F)C(C)C=1N=C(C2=C(N1)OC(=C2C(=O)N)C)NC2(CC2)C [1-(2,5-difluorophenyl)ethyl]-6-methyl-4-[(1-methylcyclopropyl)amino]furo[2,3-d]pyrimidine-5-carboxamide